OC(CCCCCCC(=O)O)CCCCCCCCCCCCCCCCCCCC 8-Hydroxy-octacosanoic acid